N-((7-(3,5-difluorophenoxy)-3-oxo-2,3-dihydro-1H-inden-4-yl)(methyl)(oxo)-λ6-sulfanylidene)cyanamide FC=1C=C(OC=2C=CC(=C3C(CCC23)=O)S(=NC#N)(=O)C)C=C(C1)F